C1(=CC=CC=C1)C1(CC1)C1=CC=C(C(=O)OC)C=C1 methyl 4-(1-phenylcyclopropyl)benzoate